(S)-1-((3S,4S)-4-(3-((1-(5,6-dimethylpyridin-2-yl)azetidin-3-yl)oxy)-4-methoxyphenyl)-3-((R)-1-hydroxyethyl)-3-methylpyrrolidin-1-yl)-2,3-dihydroxypropan-1-one CC=1C=CC(=NC1C)N1CC(C1)OC=1C=C(C=CC1OC)[C@H]1[C@](CN(C1)C([C@H](CO)O)=O)(C)[C@@H](C)O